C(N)(OCC#CCC(C)(C)C)=O tert-butyl-methyl(prop-2-yn-1-yl) carbamate